hydroxy-2-methoxy-2-methylpropanamide OCC(C(=O)N)(C)OC